3-(1-acetylazetidin-3-yl)-1-(2-{[4-(4-methylpiperazin-1-yl)phenyl]amino}-5-[2-(triisopropylsilyl)ethynyl]pyrido[2,3-d]pyrimidin-7-yl)urea C(C)(=O)N1CC(C1)NC(NC=1C=C(C2=C(N=C(N=C2)NC2=CC=C(C=C2)N2CCN(CC2)C)N1)C#C[Si](C(C)C)(C(C)C)C(C)C)=O